Europium Titanium Oxide [O-2].[Ti+4].[Eu+3]